FC\1CN(CC/C1=C\C(=O)NOC[C@H](C)NC=1C=NNC(C1C(F)(F)F)=O)C1=NC=C(C=N1)C(F)(F)F (E)-2-(3-fluoro-1-(5-(trifluoromethyl)pyrimidin-2-yl)piperidin-4-ylidene)-N-((S)-2-((6-oxo-5-(trifluoromethyl)-1,6-dihydropyridazin-4-yl)amino)propoxy)acetamide